The molecule is a hydrate that is the monohydrate of ammonium magnesium phosphate. A constituent of urinary calculi. It has a role as a fertilizer. It contains an ammonium magnesium phosphate. [NH4+].O.[O-]P(=O)([O-])[O-].[Mg+2]